tert-butyl (5-(3-(5-(pentan-3-ylcarbamoyl)oxazol-2-yl)phenyl)-1H-pyrazole-3-carbonyl)-L-leucylglycinate CCC(CC)NC(=O)C1=CN=C(O1)C=1C=C(C=CC1)C1=CC(=NN1)C(=O)N[C@@H](CC(C)C)C(=O)NCC(=O)OC(C)(C)C